C(C)(C)(C)OC(=O)NC1=NN2C(N=CC=C2)=C1C(=O)NCC=1OC2=C(C1)C=C(C=C2C(=O)O)Cl 2-((2-((tert-butoxycarbonyl)amino)pyrazolo[1,5-a]pyrimidine-3-carboxamido)methyl)-5-chlorobenzofuran-7-carboxylic acid